(1S,3R,4S)-N-[(1R)-1-cyano-2-[(3S)-2-oxo-3-piperidyl]ethyl]-5,5-difluoro-2-(4,6,7-trifluoro-1H-indole-2-carbonyl)-2-azabicyclo[2.2.2]octane-3-carboxamide C(#N)[C@@H](C[C@H]1C(NCCC1)=O)NC(=O)[C@@H]1N([C@@H]2CC([C@H]1CC2)(F)F)C(=O)C=2NC1=C(C(=CC(=C1C2)F)F)F